FC1=C(C=CC(=C1)OC1=CC=CC=C1)C1=NN2C(NC3=C(CC2)C=CC=C3)=C1C(=O)N 2-(2-fluoro-4-phenoxyphenyl)-9,10-dihydro-4H-benzo[d]pyrazolo[1,5-a][1,3]diazepine-3-carboxamide